CC(CCC1=C(C=C(C=C1)N1C(OCC=N1)=O)C(F)(F)F)(C)C [4-(3,3-dimethylbutyl)-3-(trifluoromethyl)phenyl]-3,6-dihydro-2H-1,3,4-oxadiazin-2-one